2,5-diethyl-4-hydroxy-3(2H)-furanone C(C)C1OC(=C(C1=O)O)CC